C(C)(C)(C)OC(=O)N1CC2=C(CC1)N(C(=N2)C(=O)O)C 5-(tert-Butoxycarbonyl)-1-methyl-4,5,6,7-tetrahydro-1H-imidazo[4,5-c]pyridine-2-carboxylic acid